COC(=O)C1CC(N(CC1)CC1=CC=C(C=C1)OC)C methyl-1-(4-methoxybenzyl)-2-methylpiperidine-4-carboxylate